6-fluoronicotinaldehyde FC1=NC=C(C=O)C=C1